ClC(=O)OCC(F)F.[Ar] argon 2,2-difluoroethyl chloroformate